BrC1=CC(=CS1)C=O 5-bromothiophene-3-carbaldehyde